2-(3'-chloro-2'-(2,3-dihydrobenzofuran-5-yl)-4'-methyl-[1,1'-biphenyl]-3-yl)acetic acid ClC=1C(=C(C=CC1C)C1=CC(=CC=C1)CC(=O)O)C=1C=CC2=C(CCO2)C1